1-(2-amino-5-(4-(6-chloro-5-fluoroindolin-1-yl)quinazolin-6-yl)pyridin-3-yl)ethan-1-one NC1=NC=C(C=C1C(C)=O)C=1C=C2C(=NC=NC2=CC1)N1CCC2=CC(=C(C=C12)Cl)F